3-bromo-5-chloro-7-methylthieno[3,2-b]pyridine BrC1=CSC=2C1=NC(=CC2C)Cl